8-Chloro-7-fluoro-9,10a-diphenyl-1,2,3,4,10,10a-hexahydropyrazino[1,2-a]indole ClC1=C(C=2CC3(N(C2C=C1F)CCNC3)C3=CC=CC=C3)C3=CC=CC=C3